3-(1H-indol-3-yl)-1-methylpyrrolidine-2,5-dione N1C=C(C2=CC=CC=C12)C1C(N(C(C1)=O)C)=O